2-butyl-7-isopropoxy-1-(4-((methylamino)methyl)benzyl)-1H-imidazo[4,5-d]pyridazin-4-amine C(CCC)C1=NC=2C(=C(N=NC2N)OC(C)C)N1CC1=CC=C(C=C1)CNC